methyl (S)-2-((2-(2,6-difluoro-4-(methylcarbamoyl)phenyl)-7-methylimidazo[1,2-c]pyrimidin-3-yl)methyl)morpholine-4-carboxylate FC1=C(C(=CC(=C1)C(NC)=O)F)C=1N=C2N(C=NC(=C2)C)C1C[C@H]1CN(CCO1)C(=O)OC